5,9-dimethyl-4,5,7,15-tetraazatricyclo[12.3.1.02,6]Octadeca-1(18),2(6),3,14,16-pentaen-8-one trifluoroacetate salt FC(C(=O)O)(F)F.CN1N=CC=2C=3C=CN=C(CCCCC(C(NC12)=O)C)C3